C(C)(C)(C)OC(=O)N1CCC(CC1)C1=CC=C(C=C1)B(O)O (4-(1-(tert-Butoxycarbonyl)piperidin-4-yl)phenyl)boronic acid